C(C)[S-].[K+] potassium ethanethiolate